FC(S(=O)(=O)O)(F)F.N1C=NC=C1 imidazole trifluoromethanesulfonate salt